N-(3-(2-(4-(3,5-dimethyl-1H-pyrazol-1-yl)phenylamino)-[1,2,4]triazolo[1,5-a]pyridin-5-yloxy)phenyl)acrylamide CC1=NN(C(=C1)C)C1=CC=C(C=C1)NC1=NN2C(C=CC=C2OC=2C=C(C=CC2)NC(C=C)=O)=N1